lithium phosphosulfide chlorine [Cl].P(=O)(=O)SP(=O)=O.[Li]